NC1(CC2=CC(=CC=C2CC1)OC1=CC=CC2=CC=CC=C12)C(=O)O 2-amino-7-(naphthalene-1-yloxy)-1,2,3,4-tetrahydronaphthalene-2-carboxylic acid